α-methylpyridine CC1=CC=CC=N1